2-[2-(aminomethyl)-3,3-difluoro-allyl]-4-[[5-[6-(dimethylamino)-3-pyridyl]-2-thienyl]methyl]-1,2,4-triazol-3-one NCC(CN1N=CN(C1=O)CC=1SC(=CC1)C=1C=NC(=CC1)N(C)C)=C(F)F